(2,2,4,4-tetramethylpentan-3-ylidene)silanamine CC(C)(C(C(C)(C)C)=[SiH]N)C